2-(3,5-Dichloro-4-((2-(4-chlorobenzyl)-1-oxo-1,2,3,4-tetrahydroisoquinolin-6-yl)oxy)phenyl)-3,5-dioxo-2,3,4,5-Tetrahydro-1,2,4-triazine-6-carboxylic acid ClC=1C=C(C=C(C1OC=1C=C2CCN(C(C2=CC1)=O)CC1=CC=C(C=C1)Cl)Cl)N1N=C(C(NC1=O)=O)C(=O)O